N-(2,2-diethoxyethyl)-4-(5-nitropyridin-2-yl)butyramide C(C)OC(CNC(CCCC1=NC=C(C=C1)[N+](=O)[O-])=O)OCC